C(C)(C)C1C(CC(CC1)(C)C)C(=O)N 2-isopropyl-5,5-dimethyl-cyclohexanecarboxamide